(S)-N-(2,3-difluoro-4-((3-(2-(piperidin-3-ylamino)pyrimidin-4-yl)pyridin-2-yl)oxy)phenyl)-1-phenylmethanesulfonamide FC1=C(C=CC(=C1F)OC1=NC=CC=C1C1=NC(=NC=C1)N[C@@H]1CNCCC1)NS(=O)(=O)CC1=CC=CC=C1